N(=[N+]=[N-])CC1=CC(=NC=C1)C(F)(F)F 4-(azidomethyl)-2-(trifluoromethyl)pyridine